C1CC12CNC(C2)C=2C=CC=C1CCOCC21 8-(5-azaspiro[2.4]heptan-6-yl)isochroman